(1R,3R)-5-(2-((1R,3aS,7aR,E)-7a-methyl-1-((S)-1-((S)-3-methylpyrrolidin-1-yl)propane-2-yl)octahydro-4H-inden-4-ylidene)ethylidene)-2-methylenecyclohexane-1,3-diol C[C@@]12CCC/C(/[C@@H]2CC[C@@H]1[C@@H](CN1C[C@H](CC1)C)C)=C\C=C1C[C@H](C([C@@H](C1)O)=C)O